C(C)(=O)C([C@H](O)[C@@H](O)[C@H](O)CO)O Acetylxylitol